C(C=C)[Ni]C1C=CC=C1 allyl-(cyclopentadienyl)nickel